N-(4-Methylphenyl)-6-{4-[1-(propan-2-yl)piperidin-4-yl]-1,4-diazepan-1-yl}pyridine-2-carboxamide CC1=CC=C(C=C1)NC(=O)C1=NC(=CC=C1)N1CCN(CCC1)C1CCN(CC1)C(C)C